tribenzoyloxyuridine C(C1=CC=CC=C1)(=O)O[C@@]1([C@]([C@@](O[C@@H]1CO)(N1C(=O)NC(=O)C=C1)OC(C1=CC=CC=C1)=O)(O)OC(C1=CC=CC=C1)=O)O